C1(CCC1)[C@@H](C=1C=C(C=CC1)N1C(C2=C(C(=C1)C(F)(F)F)C=C(N2)CN2C[C@H](CCC2)C)=O)C2=NN=CN2C 6-(3-((S)-cyclobutyl(4-methyl-4H-1,2,4-triazol-3-yl)methyl)phenyl)-2-(((S)-3-methylpiperidin-1-yl)methyl)-4-(trifluoromethyl)-1,6-dihydro-7H-pyrrolo[2,3-c]pyridin-7-one